tert-butyl (R)-3-(6-(3-methyl-1H-pyrrolo[2,3-b]pyridin-5-yl)-2-(tetrahydropyran-4-carbonyl)-1,2,3,4-tetrahydroisoquinolin-8-yl)morpholine-4-carboxylate CC1=CNC2=NC=C(C=C21)C=2C=C1CCN(CC1=C(C2)[C@H]2N(CCOC2)C(=O)OC(C)(C)C)C(=O)C2CCOCC2